thieno[2,3-g]quinolin S1C=CC=2C1=CC=1C=CC=NC1C2